CC(CC(=O)NC1=C(C=CC=C1)C)(CCC1=CC=CC=C1)[2H] 3-methyl-5-phenyl-N-(2-methylphenyl)pentanamide-3-d